CC1(C2=C(C=C3CN(CC3=C2)C2=CC(=C(C=C2)C2=C(C=C(C=C2)N)C(F)(F)F)C(F)(F)F)OC=2C1=CC1=CN(C=C1C2)C2=CC(=C(C=C2)C2=C(C=C(C=C2)N)C(F)(F)F)C(F)(F)F)C(F)(F)F 11-methyl-2,8-bis(2,2'-bis(trifluoromethyl)-4'-amino-1,1'-biphenyl-4-yl)-11-(trifluoromethyl)-1H-pyrano[2,3-f:5,6-f']diisoindole